4-(cyclohexyloxy)-N-isobutyl-6-(1H-pyrazol-1-yl)-1,3,5-triazin-2-amine C1(CCCCC1)OC1=NC(=NC(=N1)N1N=CC=C1)NCC(C)C